7-[(3-fluoro-1H-indazol-5-yl)amino]-2-[2-oxo-2-[(2S)-(trifluoromethyl)pyrrolidin-1-yl]ethyl]isoindolin-1-one FC1=NNC2=CC=C(C=C12)NC=1C=CC=C2CN(C(C12)=O)CC(N1[C@@H](CCC1)C(F)(F)F)=O